(S)-2-[(S)-2-((S)-2-Acetoxy-propionyloxy)-propionyloxy]-propionic acid (S)-2-[2-(5-bromo-quinoxalin-6-ylamino)-4,5-dihydro-imidazol-1-yl]-1-methyl-2-oxo-ethyl ester BrC1=C2N=CC=NC2=CC=C1NC=1N(CCN1)C([C@H](C)OC([C@H](C)OC([C@H](C)OC([C@H](C)OC(C)=O)=O)=O)=O)=O